COC(=O)C1=CC=2CCCC(C2C=C1N)=O 3-amino-5-oxo-5,6,7,8-tetrahydronaphthalene-2-carboxylic acid methyl ester